(aminopropyl)aminopropyltrimethoxysilane NCCCNCCC[Si](OC)(OC)OC